(S)-1-(4-(4-([1,2,4]triazolo[1,5-a]pyridin-7-yloxy)-3-methylphenylamino)quinazolin-6-yl)-4-((2-(dimethylamino)ethoxy)methyl)-3-methylenepyrrolidin-2-one N=1C=NN2C1C=C(C=C2)OC2=C(C=C(C=C2)NC2=NC=NC1=CC=C(C=C21)N2C(C([C@@H](C2)COCCN(C)C)=C)=O)C